N-(4-cyano-2,5-difluoro-phenyl)-4-fluoro-5-phenyl-1H-pyrrole-3-sulfonamide C(#N)C1=CC(=C(C=C1F)NS(=O)(=O)C1=CNC(=C1F)C1=CC=CC=C1)F